COC(C#CC1=CCCCC1)(C)C 1-(3-Methoxy-3-methylbut-1-yn-1-yl)cyclohex-1-ene